fluoro-2'-(4-methyl-4H-1,2,4-triazol-3-yl)-[1,1'-biphenyl] FC1=C(C=CC=C1)C1=C(C=CC=C1)C1=NN=CN1C